NC[C@@]1(OC2=C(C1)C(=C(C=C2)Cl)C2=C(OCCN)C=CC=C2F)C2=CC=CC=C2 |r| racemic-2-(2-((2S,4S)-2-(aminomethyl)-5-chloro-2-phenyl-2,3-dihydrobenzofuran-4-yl)-3-fluorophenoxy)ethane-1-amine